COC(C1=CC(=CC=C1)C=1C=NC(=CC1)NC(=O)OC(C)(C)C)=O 3-(6-((tert-Butoxycarbonyl)amino)pyridin-3-yl)benzoic acid methyl ester